N1(CCC1)C/C=C/C(=O)N1CC2(C1)CN(CC2)C2=NC(=NC(=C2C#N)C2=C1C=NNC1=CC=C2C)OC[C@H]2N(CCC2)C 4-(2-((E)-4-(azetidin-1-yl)but-2-enoyl)-2,6-diazaspiro[3.4]octan-6-yl)-6-(5-methyl-1H-indazol-4-yl)-2-(((S)-1-methylpyrrolidin-2-yl)methoxy)pyrimidine-5-carbonitrile